1,2-diphenyl-1,2-di(3-thienyl)ethylene C1(=CC=CC=C1)C(=C(C1=CSC=C1)C1=CC=CC=C1)C1=CSC=C1